1,1-bis(4-hydroxy-2,3,5,6-tetramethylphenyl)cyclohexane OC1=C(C(=C(C(=C1C)C)C1(CCCCC1)C1=C(C(=C(C(=C1C)C)O)C)C)C)C